The molecule is a purine ribonucleoside 5'-diphosphate that is GDP substituted at position 2' by an N-methylanthraniloyl group. It has a role as a fluorescent probe. It derives from a N-methylanthranilic acid and a GDP. CNC1=CC=CC=C1C(=O)O[C@@H]2[C@@H]([C@H](O[C@H]2N3C=NC4=C3N=C(NC4=O)N)COP(=O)(O)OP(=O)(O)O)O